(S)-sec-Butyloxazolidine-2,5-dione [C@H](C)(CC)N1C(OC(C1)=O)=O